1-((1R,5R)-6-(3-chloro-7-(8-ethynylnaphthalen-1-yl)-8-fluoro-1,6-naphthyridin-4-yl)-2,6-diazabicyclo[3.2.0]heptan-2-yl)prop-2-en-1-one ClC=1C=NC2=C(C(=NC=C2C1N1[C@@H]2CCN([C@@H]2C1)C(C=C)=O)C1=CC=CC2=CC=CC(=C12)C#C)F